4-(4-(4-(3-(2-hydroxyethyl)azetidin-1-yl)phenyl)-piperidin-1-yl)-2-(trifluoromethyl)benzonitrile OCCC1CN(C1)C1=CC=C(C=C1)C1CCN(CC1)C1=CC(=C(C#N)C=C1)C(F)(F)F